FC1=CC(=CC2=C1NC(=N2)C2=CC(=NN2)NC(=O)C=2C=NC(=CC2)N2CCN(CC2)C)OC N-[5-(7-fluoro-5-methoxy-1H-benzimidazol-2-yl)-1H-pyrazol-3-yl]-6-(4-methyl-piperazin-1-yl)pyridine-3-carboxamide